3-amino-8-bromo-2,3-dihydro-1H-pyrido[2,3-b][1,4]diazepin-4(5H)-one 2,2,2-trifluoroacetate FC(C(=O)O)(F)F.NC1CNC2=C(NC1=O)N=CC(=C2)Br